NC(C#N)C1=C(C=CC(=C1)F)OC 2-amino-2-(5-fluoro-2-methoxyphenyl)acetonitrile